2-geranyl-4-hydroxyphenolate C(\C=C(/C)\CCC=C(C)C)C1=C(C=CC(=C1)O)[O-]